C1(=CC=CC=C1)C=1N=C2N(C=C(C=C2C2=CC=C(C=C2)C=CC(=O)OC)C2=CC=CC=C2)C1 methyl 3-(4-(2,6-diphenylimidazo[1,2-a]pyridin-8-yl)phenyl)acrylate